3-[3-(2,6-dimethyl-4-pyridyl)-5-fluoro-2-pyridyl]-3-methoxy-5,5-dimethyl-6-oxo-cyclohexene-1-carbonitrile CC1=NC(=CC(=C1)C=1C(=NC=C(C1)F)C1(C=C(C(C(C1)(C)C)=O)C#N)OC)C